Ethyl 3-(Acetoxy)-1-Aminocyclobutane-1-Carboxylate C(C)(=O)OC1CC(C1)(C(=O)OCC)N